N-{4-[4-(2-{2-[(6-aminohexyl)oxy]ethoxy}ethoxy)phenoxy]phenyl}-N-benzyl-2-chloroacetamide NCCCCCCOCCOCCOC1=CC=C(OC2=CC=C(C=C2)N(C(CCl)=O)CC2=CC=CC=C2)C=C1